1-[4-fluoro-1-methyl-2-(piperidin-4-yl)-1H-indol-6-yl]-1,3-diazinane-2,4-dione FC1=C2C=C(N(C2=CC(=C1)N1C(NC(CC1)=O)=O)C)C1CCNCC1